Cl.BrC1=CC=C(C[C@H]2CO[C@H](CN2C2CCC(CC2)C2=NN(C(=C2)C)C)C(=O)NCC)C=C1 (2R,5S)-5-(4-bromobenzyl)-4-(4-(1,5-dimethyl-1H-pyrazol-3-yl)cyclohexyl)-N-ethylmorpholine-2-carboxamide hydrochloride